5-amino-7-(3-cyanophenyl)-N-ethyl-8-(pyrazolo[1,5-a]pyridin-3-yl)imidazo[1,2-c]pyrimidine-2-carboxamide NC1=NC(=C(C=2N1C=C(N2)C(=O)NCC)C=2C=NN1C2C=CC=C1)C1=CC(=CC=C1)C#N